Methyl propioloyl-L-phenylalaninate C(C#C)(=O)N[C@@H](CC1=CC=CC=C1)C(=O)OC